Tert-butyl [(3S,6S)-6-(azetidin-1-ylcarbonyl)tetrahydro-2H-pyran-3-yl]carbamate N1(CCC1)C(=O)[C@@H]1CC[C@@H](CO1)NC(OC(C)(C)C)=O